FC1=C(C2=C(NC=3CC(NC(C3C2(C2=CC=CC=C2)C)=O)(C)C)N=C1)I 3-fluoro-4-iodo-5,8,8-trimethyl-5-phenyl-5,8,9,10-tetrahydropyrido[2,3-b][1,6]naphthyridin-6(7H)-one